(S)-quinuclidin-3-yl (6-(2,5-difluorophenyl)-2,2-dimethyl-2,3-dihydro-1H-inden-1-yl)carbamate FC1=C(C=C(C=C1)F)C1=CC=C2CC(C(C2=C1)NC(O[C@@H]1CN2CCC1CC2)=O)(C)C